C(C1=CC=CC=C1)C1(CC2C(CN(C2)CC(O)C=2C=CC(=NC2)NC(C(C)(C)C)=O)C1)O rac-N-(5-(2-(5-benzyl-5-hydroxyhexahydrocyclopenta[c]pyrrol-2(1H)-yl)-1-hydroxyethyl)pyridin-2-yl)pivalamide